tert-butyl N-[3-[[[4-[[3-[1-(cyclopropylmethyl)-3-(trifluoromethyl)pyrazol-4-yl]imidazo[1,2-a]pyrazin-8-yl]amino]-2-methyl-phenyl]-methyl-oxo-λ6-sulfanylidene]amino]propyl]carbamate C1(CC1)CN1N=C(C(=C1)C1=CN=C2N1C=CN=C2NC2=CC(=C(C=C2)S(=O)(C)=NCCCNC(OC(C)(C)C)=O)C)C(F)(F)F